C1=CNC(=S)NC1=O The molecule is a nucleobase analogue that is uracil in which the oxo group at C-2 is replaced by a thioxo group. It has a role as an antithyroid drug and a metabolite. It is a thiocarbonyl compound and a nucleobase analogue. It derives from a uracil.